C1NCCC2C3=CC=CC=C3NC12 2,3,4,4a,9,9a-hexahydro-1H-beta-carboline